CC1=CC(=NN1)NC1=CN=C2C(=N1)N(C=C2)C2CC1CCC(C2)N1CCC#N 3-((3-exo)-3-(3-((5-methyl-1H-pyrazol-3-yl)amino)-5H-pyrrolo[2,3-b]pyrazin-5-yl)-8-azabicyclo[3.2.1]octan-8-yl)propionitrile